2-({7-amino-1-oxo-4-[3-(thiophen-2-yl)-1H-indazol-5-yl]-2,3-dihydro-1H-isoindol-2-yl}methyl)prop-2-enenitrile NC=1C=CC(=C2CN(C(C12)=O)CC(C#N)=C)C=1C=C2C(=NNC2=CC1)C=1SC=CC1